1-[5-[3-(1-tert-butoxycarbonyl-4-piperidyl)triazol-4-yl]-3-pyridyl]-6-oxo-pyridazine-3-carboxylic acid C(C)(C)(C)OC(=O)N1CCC(CC1)N1N=NC=C1C=1C=C(C=NC1)N1N=C(C=CC1=O)C(=O)O